2-(2-fluorophenyl)-4-(3-(methylsulfonyl)phenyl)phthalazin-1(2H)-one FC1=C(C=CC=C1)N1C(C2=CC=CC=C2C(=N1)C1=CC(=CC=C1)S(=O)(=O)C)=O